2-(4-Chlorophenoxy)-N-[4-[(E)-3-[4-[2-hydroxyethyl(methyl)amino]phenyl]prop-2-enoyl]phenyl]acetamide ClC1=CC=C(OCC(=O)NC2=CC=C(C=C2)C(\C=C\C2=CC=C(C=C2)N(C)CCO)=O)C=C1